calcium borate oxygen yttrium gadolinium [Gd+3].[Y+3].[O+2].B([O-])([O-])[O-].[Ca+2]